(S)-N-((S)-1-((3-aminobenzyl)amino)-1-oxopropan-2-yl)-4-((S)-2-methylpiperidin-1-yl)-4-oxo-2-(3-phenylpropanamido)butanamide NC=1C=C(CNC([C@H](C)NC([C@H](CC(=O)N2[C@H](CCCC2)C)NC(CCC2=CC=CC=C2)=O)=O)=O)C=CC1